C[Si](C)(C)C1C(=O)NCCC1 trimethylsilylvalerolactam